3-(3-fluoro-2,4-dimethoxyphenyl)-4,5-dimethyl-5-(trifluoromethyl)-4,5-dihydrofuran-2-carboxylic acid ethyl ester C(C)OC(=O)C=1OC(C(C1C1=C(C(=C(C=C1)OC)F)OC)C)(C(F)(F)F)C